O1COC2=C1C=CC(=C2)C(=O)N[C@@H](CCC(=O)OCC)C(=O)OCC Diethyl (benzo[d][1,3]dioxole-5-carbonyl)-L-glutamate